1-(dimethoxymethyl)-8-azabicyclo[3.2.1]octane-8-carboxylic acid tert-butyl ester C(C)(C)(C)OC(=O)N1C2(CCCC1CC2)C(OC)OC